methanesulfonic acid benzyl-(4-hydroxyphenyl)methylsulfonium salt C(C1=CC=CC=C1)[SH+]CC1=CC=C(C=C1)O.CS(=O)(=O)[O-]